(Z)-2-(5-fluoro-1-(3-(3-methoxyphenoxy)benzylidene)-2-methyl-1H-inden-3-yl)acetic acid FC=1C=C2C(=C(/C(/C2=CC1)=C/C1=CC(=CC=C1)OC1=CC(=CC=C1)OC)C)CC(=O)O